C(#N)C(CC1=CC2=C(S1)C=C(S2)C2=CC=C1CCC3(CCN(CC3)C)C1=C2)NC(=O)[C@H]2OCCCCN(C2)C(=O)OC(C)(C)C tert-butyl (2S)-2-{[1-cyano-2-(5-{1'-methyl-2,3-dihydrospiro[indene-1,4'-piperidin]-6-yl}thieno[3,2-b]thiophen-2-yl)ethyl]carbamoyl}-1,4-oxazocane-4-carboxylate